(1'R,2'R)-6-(3-aminopropoxy)-5'-methyl-4-pentyl-2'-(prop-1-en-2-yl)-1',2',3',4'-tetrahydro-[1,1'-biphenyl]-2-ol NCCCOC=1C=C(C=C(C1[C@H]1[C@@H](CCC(=C1)C)C(=C)C)O)CCCCC